C(#N)C1=C(SC2=C1C(=NC=C2F)C=2C1=C(C=3C=NC(=NC3C2F)N2CC(CC2)N2CCN(C3(CC3)C2)C)COC1)NC(OC(C)(C)C)=O tert-Butyl (3-cyano-7-fluoro-4-(5-fluoro-3-(3-(4-methyl-4,7-diazaspiro[2.5]octan-7-yl)pyrrolidin-1-yl)-7,9-dihydrofuro[3,4-f]quinazolin-6-yl)thieno[3,2-c]pyridin-2-yl)carbamate